N1=C(C(=NC(=C1C(=O)O)C(=O)O)C(=O)O)C(=O)O pyrazinetetracarboxylic acid